C(#N)[C@H](CC1=C(C=C(C=C1)C=1C=CC2=C(N(C(O2)=O)C)C1)F)NC(=O)[C@H]1CNCCCCC1 (R)-N-((S)-1-cyano-2-(2-fluoro-4-(3-methyl-2-oxo-2,3-dihydrobenzo[d]oxazol-5-yl)phenyl)ethyl)azocane-3-carboxamide